4-(5-methanesulfonyl-2-1,3,4-oxadiazolyl)-2-((5-methanesulfonyl-2-1,3,4-oxadiazolyl)methyl)butanoic acid CS(=O)(=O)C1=NN=C(O1)CCC(C(=O)O)CC=1OC(=NN1)S(=O)(=O)C